[N+](=O)([O-])C=1C(=CC(=NC1)F)C 5-nitro-2-fluoro-4-methylpyridine